(±)-3-toluenesulfonyl-7-oxa-3-azabicyclo[4.1.0]heptane C(C1=CC=CC=C1)S(=O)(=O)N1CC2OC2CC1